ClC=1N=C(C2=C(N1)N(C=C2I)S(=O)(=O)C2=CC=C(C)C=C2)OCC 2-Chloro-4-ethoxy-5-iodo-7-tosyl-7H-pyrrolo[2,3-d]pyrimidine